1,3-Bis(palmitoyloxy)propan-2-yl (1-((((1S,4S)-4-(3,4-dichlorophenyl)-1,2,3,4-tetrahydronaphthalen-1-yl)(methyl)carbamoyl)oxy)ethyl) succinate C(CCC(=O)OC(C)OC(N(C)[C@H]1CC[C@H](C2=CC=CC=C12)C1=CC(=C(C=C1)Cl)Cl)=O)(=O)OC(COC(CCCCCCCCCCCCCCC)=O)COC(CCCCCCCCCCCCCCC)=O